bis(2-methyl-2-propen-1-yl)ether CC(COCC(=C)C)=C